C1(=CC=CC2=CC=CC=C12)C1C(=CC(=CC1(C(C)(C)C)C1=CC=CC=C1)C1=NNN=C1)C1=CC=CC=C1 4-(naphthalene-1-yl)-3,5-diphenyl-5-tert-butylphenyl-1,2,5-triazole